NC=1C(=CC(=C(C1)C1=CC2=C(N=C(N=C2)N(C(C2=NC=CC(=C2)C(F)(F)F)=O)C)N2C1=NCC2)Br)F N-(6-(5-amino-2-bromo-4-fluorophenyl)-8,9-dihydroimidazo[1',2':1,6]pyrido[2,3-d]pyrimidin-2-yl)-N-methyl-4-(trifluoromethyl)picolinamide